4-Fluoro-6-(2-methyl-2H-indazol-5-yl)-2-(piperidin-4-yl)-1,3-benzothiazol-Hydrochlorid Cl.FC1=CC(=CC2=C1N=C(S2)C2CCNCC2)C2=CC1=CN(N=C1C=C2)C